FC1=C(C(=CC=C1C=1N=CNC1)O)N1CC(NS1(=O)=O)=O 5-(2-fluoro-6-hydroxy-3-(1H-imidazol-4-yl)phenyl)-1,2,5-thiadiazolidin-3-one 1,1-dioxide